2,4-Dioxo-3-(pyridin-4-ylmethyl)-N-phenyl-1,2,3,4-tetrahydropyrimidine-5-carboxamide O=C1NC=C(C(N1CC1=CC=NC=C1)=O)C(=O)NC1=CC=CC=C1